5,6-difluorocyanoindenone FC=1C=C2C=C(C(C2=CC1F)=O)C#N